3-Iodo-2-propynyl-cyclohexylcarbamate IC1C(C(CCC1)NC([O-])=O)C#CC